2-(difluoromethyl)-5-(3-fluoro-4-((4-(isoindolin-4-yl)-1H-1,2,3-triazol-1-yl)methyl)phenyl)-1,3,4-oxadiazole FC(C=1OC(=NN1)C1=CC(=C(C=C1)CN1N=NC(=C1)C1=C2CNCC2=CC=C1)F)F